7-cyclobutoxy-N-(1-cyclopropyl-2-oxo-1,2-dihydropyridin-3-yl)-2-(1-methyl-2-oxabicyclo[2.2.2]oct-4-yl)imidazo[1,2-a]pyridine-6-carboxamide C1(CCC1)OC1=CC=2N(C=C1C(=O)NC=1C(N(C=CC1)C1CC1)=O)C=C(N2)C21COC(CC2)(CC1)C